2-Chloro-4-((R)-8-(4-(4-((4-(4-(((R)-2,6-dioxo-piperidin-3-yl)amino)-phenyl)piperidin-1-yl)-methyl)piperidine-1-carbonyl)phenyl)-3-methyl-2,8-diazaspiro[4.5]decan-2-yl)benzonitrile ClC1=C(C#N)C=CC(=C1)N1CC2(C[C@H]1C)CCN(CC2)C2=CC=C(C=C2)C(=O)N2CCC(CC2)CN2CCC(CC2)C2=CC=C(C=C2)N[C@H]2C(NC(CC2)=O)=O